C1(CC1)[C@H]([C@@H](CC=C)C)O (1S,2R)-1-CYCLOPROPYL-2-METHYL-4-PENTEN-1-OL